ethyl 4-chloro-7-(5-chloro-6-methyl-1-(tetrahydro-2H-pyran-2-yl)-1H-indazol-4-yl)-5,6,7,8-tetrahydro-1,7-naphthyridine-2-carboxylate ClC1=CC(=NC=2CN(CCC12)C1=C2C=NN(C2=CC(=C1Cl)C)C1OCCCC1)C(=O)OCC